diphenylmethylene bromide C1(=CC=CC=C1)C(C1=CC=CC=C1)(Br)Br